FC(S(=O)(=O)OC1=NN(C(C2=C1C=NC=C2)=O)C2=CC=C(C=C2)F)(F)F 2-(4-Fluorophenyl)-1-oxo-1,2-dihydropyrido[3,4-d]pyridazin-4-yl trifluoromethanesulfonate